C(C)(C)C1(C(=C(C(=C1C(C)C)C(C)C)C(C)C)C(C)C)[Na] 1,2,3,4,5-pentaisopropyl-cyclopentadienyl-sodium